dichloro(naphthalen-1-yl)(phenyl)silane Cl[Si](C1=CC=CC=C1)(C1=CC=CC2=CC=CC=C12)Cl